FC(S(=O)(=O)NC1=C(C(=C(C(=C1F)F)F)F)F)(F)F 1,1,1-trifluoro-N-(perfluorophenyl)methanesulfonamide